bis(triethoxysilylpropyl) tetrasulfide C(C)O[Si](OCC)(OCC)CCCSSSSCCC[Si](OCC)(OCC)OCC